3-(5-(((S)-1-((2-(1-Hydroxycyclobutyl)quinolin-6-yl)methyl)pyrrolidin-3-yl)oxy)-1-oxoisoindolin-2-yl)piperidine-2,6-dione OC1(CCC1)C1=NC2=CC=C(C=C2C=C1)CN1C[C@H](CC1)OC=1C=C2CN(C(C2=CC1)=O)C1C(NC(CC1)=O)=O